BrC=1C=C(C=2N(C1)N=CC2Cl)OCC(OC)C2=NC=C(C=C2)F 6-Bromo-3-chloro-4-[2-(5-fluoro-2-pyridinyl)-2-methoxy-ethoxy]pyrazolo[1,5-a]pyridine